ClC=1C=CC(=C2CC([C@H](C12)OCOC)(F)F)[C@H]1CC[C@@H](C=2C=C(C=C(C12)C#N)F)F (5S,8R)-8-[(1S)-7-chloro-2,2-difluoro-1-(methoxymethoxy)-1,3-dihydroinden-4-yl]-3,5-difluoro-5,6,7,8-tetrahydronaphthalene-1-carbonitrile